CS(=O)(=O)[NH-] (methylsulfonyl)amide